10-(2-Fluoro-4-(hydroxymethyl)phenyl)-7-hydroxy-5,5-dimethyldibenzo[b,e]silin-3(5H)-one FC1=C(C=CC(=C1)CO)C1=C2C([Si](C3=C1C=CC(=C3)O)(C)C)=CC(C=C2)=O